(1R,2R)-N-(1-chloro-4-(6-((S)-1-hydroxybutyl)-4-methylpyridin-3-yl)imidazo[1,2-a][1,6]naphthyridin-8-yl)-2-fluorocyclopropane-1-carboxamide ClC1=CN=C2N1C1=CC(=NC=C1C=C2C=2C=NC(=CC2C)[C@H](CCC)O)NC(=O)[C@@H]2[C@@H](C2)F